3-((1-cyclohexyl-4-oxo-8-(4-oxo-4-phenylbutyl)-1,3,8-triazaspiro[4.5]decan-3-yl)methyl)benzoic acid maleate C(\C=C/C(=O)O)(=O)O.C1(CCCCC1)N1CN(C(C12CCN(CC2)CCCC(C2=CC=CC=C2)=O)=O)CC=2C=C(C(=O)O)C=CC2